N1(CCNCC1)C1=NC=C(C=N1)C(C)=O 1-(2-(piperazin-1-yl)pyrimidin-5-yl)ethanone